N-Boc-1,6-hexandiamin C(=O)(OC(C)(C)C)NCCCCCCN